ClC=1C(N(C(=CC1OCC1=NC=C(C=C1F)F)C)C1=CC(=NC=C1C)C(=O)[O-])=O (P)-3-chloro-4-((3,5-difluoropyridin-2-yl) methoxy)-5',6-dimethyl-2-oxo-2H-[1,4'-bipyridine]-2'-carboxylate